3-chloro-N-(3-cyano-4-fluoro-phenyl)-1-cyclopropyl-4-[[(1R)-2,2,2-trifluoro-1-methyl-ethyl]sulfamoyl]pyrrole-2-carboxamide ClC1=C(N(C=C1S(N[C@@H](C(F)(F)F)C)(=O)=O)C1CC1)C(=O)NC1=CC(=C(C=C1)F)C#N